benzotriazol-1-yloxytris(dimethylamino)phosphorus N1(N=NC2=C1C=CC=C2)O[P](N(C)C)(N(C)C)N(C)C